CC(C)(C)OC(=O)N1CCN(CC1)C1=C(C=C(C=C1)F)N 4-(2-amino-4-fluorophenyl)piperazine-1-carboxylic acid-2-methylpropan-2-yl ester